6-bromo-8-iodo-[1,2,4]triazolo[1,5-a]pyridine-7-carbonitrile BrC=1C(=C(C=2N(C1)N=CN2)I)C#N